F[C@H]1CN(CC[C@H]1NC1=CC=CN2C(=C(C=C12)C1=NOC(=N1)CNC(=O)C=1N(C2=CC(=CC=C2C1)OC)C)SC(F)(F)F)C N-{[3-(8-{[(3S,4R)-3-fluoro-1-methylpiperidin-4-yl]amino}-3-[(trifluoromethyl)sulfanyl]indolizin-2-yl)-1,2,4-oxadiazol-5-yl]methyl}-6-methoxy-1-methylindole-2-carboxamide